FC1=C(N(CC2=CC=C(C=C2)OC)CC2=CC=C(C=C2)OC)C=C(C=C1B1OC(C(O1)(C)C)(C)C)C 2-Fluoro-N,N-bis(4-methoxybenzyl)-5-methyl-3-(4,4,5,5-tetramethyl-1,3,2-dioxaborolan-2-yl)aniline